OCC(=O)N1CC2(C1)CC(C2)N(C=2C1=C(N=CN2)NC=C1)C 2-Hydroxy-1-(6-(methyl(7H-pyrrolo[2,3-d]pyrimidin-4-yl)amino)-2-azaspiro[3.3]heptan-2-yl)ethanon